(3R,4R)-N-[5-ethyl-7-(1-ethylcyclobutyl)imidazo[4,3-f][1,2,4]triazin-2-yl]-3-fluoropiperidin-4-amine hydrochloride Cl.C(C)C=1N=C(N2N=C(N=CC21)N[C@H]2[C@@H](CNCC2)F)C2(CCC2)CC